C(C)(C)(C)OC(=O)N1C[C@@H](N(C[C@H]1C)C=1C=2N(N(C(C1)=O)C)C=C(N2)C(=O)OC)C methyl 8-((2S,5R)-4-(tert-butoxycarbonyl)-2,5-dimethylpiperazin-1-yl)-5-methyl-6-oxo-5,6-dihydroimidazo[1,2-b]pyridazine-2-carboxylate